Quinoxaline-8-carbamate N1=CC=NC2=CC=CC(=C12)NC(=O)[O-]